C(C)OC(=O)C1=NN=CN1 4H-1,2,4-triazole-3-carboxylic acid ethyl ester